(4-morpholinopiperidin-1-yl)prop-2-en-1-one O1CCN(CC1)C1CCN(CC1)C(C=C)=O